N6,N8-bis(3-methoxypropyl)-3-(trifluoromethyl)-[1,2,4]triazolo[4,3-b]pyridazine-6,8-diamine COCCCNC=1C=C(C=2N(N1)C(=NN2)C(F)(F)F)NCCCOC